4-(2-pyridylsulfanyl)-6-(6-pyrrolidin-1-yl-3-pyridyl)pyrazolo[1,5-a]pyridine-3-carbonitrile N1=C(C=CC=C1)SC=1C=2N(C=C(C1)C=1C=NC(=CC1)N1CCCC1)N=CC2C#N